ClC=1C(=NC=CC1C1=NC(=C(C=C1)CN(C[C@@H]1NC(CC1)=O)C)OC)C=1C(=C(C=CC1)NC(C1=NC=C(C=C1)CN1CC(C1)O)=O)C (R)-N-(3-(3'-chloro-6-methoxy-5-((methyl((5-oxopyrrolidin-2-yl)methyl)amino)methyl)-[2,4'-bipyridin]-2'-yl)-2-methylphenyl)-5-((3-hydroxyazetidin-1-yl)methyl)picolinamide